OCC1(CCOCC1)NC(=O)C1=C(OC2=C1C=C(C=C2)OCC=2C(=NC=CC2)C(=O)N)C 3-(((3-((4-(Hydroxymethyl)Tetrahydro-2H-Pyran-4-Yl)Carbamoyl)-2-Methylbenzofuran-5-Yl)Oxy)Methyl)Picolinamide